ClC1=CC2=C(C(C3=C(N(S2(=O)=O)C)C=CC=C3)NCCCCCC(=O)OCC)C=C1 Ethyl 6-((3-chloro-6-methyl-5,5-dioxido-6,11-dihydrodibenzo[c,f][1,2]thiazepin-11-yl)amino)hexanoate